6-(cyclopropanecarboxamido)-4-((3-methoxy-6-methyl-4-(2-methyl-2H-1,2,3-triazol-4-yl)pyridin-2-yl)amino)-N-(methyl-d3)pyridazine-3-carboxamide C1(CC1)C(=O)NC1=CC(=C(N=N1)C(=O)NC([2H])([2H])[2H])NC1=NC(=CC(=C1OC)C1=NN(N=C1)C)C